C1CCNC2CCC3C(=C12)C=CC=C3 octahydro-benzo[f]-quinoline